COC1=C(C=CC(=C1)C1(OC2=C(C1CO)C=C(C=C2O)C2OC1=CC(=CC(=C1C(C2O)=O)O)O)C2=CC(=C(C=C2)O)OC)[O-] 2-methoxy-4-[7-hydroxy-3-(hydroxymethyl)-5-(3,5,7-trihydroxy-4-oxo-2,3-dihydro-4H-chromen-2-yl)-2-(4-hydroxy-3-methoxyphenyl)-2,3-dihydro-1-benzofuran-2-yl]phenolate